6-chloro-4-(4-chloro-2-fluoro-phenyl)pyridazin-3-amine ClC1=CC(=C(N=N1)N)C1=C(C=C(C=C1)Cl)F